Zinc tetrafluoroborate F[B-](F)(F)F.[Zn+2].F[B-](F)(F)F